tetrahydrofuran propionate C(CC)(=O)O.O1CCCC1